tert-butyl N-[(1R)-5-[2-(2-aminopyridin-3-yl)-5-(difluoromethyl)imidazo[4,5-b]pyridin-3-yl]-2,3-dihydro-1H-inden-1-yl]carbamate NC1=NC=CC=C1C1=NC=2C(=NC(=CC2)C(F)F)N1C=1C=C2CC[C@H](C2=CC1)NC(OC(C)(C)C)=O